3-(p-tolyl)-1-(4-(trifluoromethyl)phenyl)isoquinoline C1(=CC=C(C=C1)C=1N=C(C2=CC=CC=C2C1)C1=CC=C(C=C1)C(F)(F)F)C